O=C(CCCC=CCC=CCC=CCC=CCCCCC)NC1=CC=C(C=C1)[O-] 4-[N-(1-oxoicosa-5,8,11,14-tetraenyl)amino]phenolate